2-chlorobenzyl methacrylate C(C(=C)C)(=O)OCC1=C(C=CC=C1)Cl